FC1=C(C=CC(=C1F)F)C1=NC2=CC=C(C=C2C(=C1)C1=NC2=CC=C(C=C2C(=C1)C(=O)O)F)F 2'-(2,3,4-trifluorophenyl)-6,6'-difluoro-2,4'-biquinoline-4-carboxylic acid